BrC1=CN(C2=C1N=C(N=C2)Cl)C2CC2 7-bromo-2-chloro-5-cyclopropyl-5H-pyrrolo[3,2-d]pyrimidine